5-(2-chloropiperazin-1-yl)-6-methyl-2,3-dihydro-1,4-benzodioxine ClC1N(CCNC1)C1=C(C=CC=2OCCOC21)C